methyl 2-(4-diethoxyphosphorylbutylamino)-5-[3-[4-[3-(dimethylamino)prop-1-ynyl]-2-fluoro-phenoxy]propyl]thiazole-4-carboxylate C(C)OP(=O)(OCC)CCCCNC=1SC(=C(N1)C(=O)OC)CCCOC1=C(C=C(C=C1)C#CCN(C)C)F